ClC1=C(OC=2C=C3C(=CN=CC3=CC2)C2=C3N(N=C2)CCC3)C=C(C=C1)Cl 6-(2,5-dichlorophenoxy)-4-(5,6-dihydro-4H-pyrrolo[1,2-b]pyrazol-3-yl)isoquinoline